COC bis-methylether